p-bromomandelic acid BrC1=CC=C(C(C(=O)O)O)C=C1